ClC=1C=CC(=C(C1)C1=CC(=C(N=N1)CO)NC1=CC(=NC=C1)NC(CN1CCC2(CN(C2)C)CC1)=O)F N-(4-{[6-(5-chloro-2-fluorophenyl)-3-(hydroxymethyl)pyridazin-4-yl]amino}pyridin-2-yl)-2-{2-methyl-2,7-diazaspiro[3.5]nonan-7-yl}acetamide